C(C)(=O)C1N(CCN(C1)C(=O)OC(C)(C)C)C(=O)OCC1=CC=CC=C1 O1-benzyl O4-tert-butyl 2-acetylpiperazine-1,4-dicarboxylate